2,2'-(oxybis(5-(trifluoromethyl)-3,1-phenylene))bis(5-ethynyl-isoindoline-1,3-dione) O(C=1C=C(C=C(C1)C(F)(F)F)N1C(C2=CC=C(C=C2C1=O)C#C)=O)C=1C=C(C=C(C1)C(F)(F)F)N1C(C2=CC=C(C=C2C1=O)C#C)=O